eicosyl 3-chlorobutyrate ClC(CC(=O)OCCCCCCCCCCCCCCCCCCCC)C